FC(CC=1C(=NC(=NC1OC)NS(=O)(=O)C1=CSC2=NC(=CC=C21)C(F)F)OC)F N-[5-(2,2-difluoroethyl)-4,6-dimethoxy-pyrimidin-2-yl]-6-(difluoromethyl)thieno[2,3-b]pyridine-3-sulfonamide